tert-butyl 4-(1-(3,6-dichloro-2-(trifluoromethyl)pyridin-4-yl)azetidin-3-yl)piperazine-1-carboxylate ClC=1C(=NC(=CC1N1CC(C1)N1CCN(CC1)C(=O)OC(C)(C)C)Cl)C(F)(F)F